The molecule is one of four possible geometric isomers of sorbic acid, having cis- and trans-double bonds at positions 2 and 4 respectively. C/C=C/C=C\\C(=O)O